C1(CCCC1)N1C(=CC2=C1N=C(N=C2)NC2=NC=C(C=C2)N2CCN(CC2)CC=2C=C1C(N(C(C1=CC2)=O)C2C(NC(CC2)=O)=O)=O)C(=O)N(C)C 7-cyclopentyl-2-((5-(4-((2-(2,6-dioxopiperidin-3-yl)-1,3-dioxoisoindolin-5-yl)methyl)piperazin-1-yl)pyridin-2-yl)amino)-N,N-dimethyl-7H-pyrrolo[2,3-d]pyrimidine-6-carboxamide